2'-(1,4-phenylenedioxy)dioctanoic acid C1(=CC=C(C=C1)OCCCCCCCC(=O)O)OCCCCCCCC(=O)O